N1=CC(=NC=C1)C#N Pyrazine-3-carbonitrile